6-(2-bromo-6-chlorophenyl)-2-((3-fluoro-5-methyl-4-(4-methylpiperazin-1-yl)phenyl)amino)-8,9-dihydroimidazo[1,2-a]pyrimido[5,4-e]pyrimidin-5(6H)-one BrC1=C(C(=CC=C1)Cl)N1C=2N(C3=C(C1=O)C=NC(=N3)NC3=CC(=C(C(=C3)C)N3CCN(CC3)C)F)CCN2